tert-butyl (S)-3-((4-(N-(2,4-dimethoxybenzyl)-N-(6-fluoropyridin-2-yl)sulfamoyl)-5-fluoro-2-methylphenyl)amino)pyrrolidine-1-carboxylate COC1=C(CN(S(=O)(=O)C2=CC(=C(C=C2F)N[C@@H]2CN(CC2)C(=O)OC(C)(C)C)C)C2=NC(=CC=C2)F)C=CC(=C1)OC